6-(4-ISOPROPYL-1H-PYRAZOL-1-YL)-N-(6-METHOXY-1-METHYL-1H-INDAZOL-7-YL)PYRIDINE-3-SULFONAMIDE C(C)(C)C=1C=NN(C1)C1=CC=C(C=N1)S(=O)(=O)NC=1C(=CC=C2C=NN(C12)C)OC